3',5'-difluoro-[1,1'-biphenyl]-4-carboxylic acid FC=1C=C(C=C(C1)F)C1=CC=C(C=C1)C(=O)O